CN1N=NC(=C1COC(=O)OC1=CC=C(C=C1)[N+](=O)[O-])C1=CC=C(C(=N1)C(F)(F)F)N1C[C@H](CCC1)CC(=O)OCC ethyl (R)-2-(1-(6-(1-methyl-5-((((4-nitrophenoxy)carbonyl)oxy)methyl)-1H-1,2,3-triazol-4-yl)-2-(trifluoromethyl)pyridin-3-yl)piperidin-3-yl)acetate